BrC1=C(C(=C(N)C=C1F)I)F 4-Bromo-3,5-difluoro-2-iodoaniline